7-(4-amino-2,6-dichloro-phenoxy)-1-methyl-4,5-dihydro-3H-1-benzazepin-2-one NC1=CC(=C(OC=2C=CC3=C(CCCC(N3C)=O)C2)C(=C1)Cl)Cl